methyl 4-methylpiperidine-1-carboxylate CC1CCN(CC1)C(=O)OC